C(#N)N1C[C@H](CC1)C(=O)NC=1SC(=CN1)C1=CC=C(C=C1)C(F)(F)F (S)-1-cyano-N-(5-(4-(trifluoromethyl)phenyl)thiazol-2-yl)pyrrolidine-3-carboxamide